(difluoromethyl)-8-trifluoromethylphenanthridine FC(F)C1=CC=CC2=NC=C3C=C(C=CC3=C12)C(F)(F)F